BrC=1C=C2CCC(N(C2=CC1)C)=O 6-bromo-1-methyl-3,4-dihydroquinolin-2(1H)-one